FC(OC1=CC=C(C=C1)C1=NC=2C(=NC=CC2)N1CC1=C(OCCCCCC(=O)OCC)C=CC=C1)(F)F Ethyl 6-(2-((2-(4-(trifluoromethoxy)phenyl)-3H-imidazo[4,5-b]pyridin-3-yl)methyl)phenoxy)hexanoate